FC1=CC=C(C=C1)CNC(=O)C=1C(=NC2=CC(=CC=C2C1C)C(F)(F)F)COC N-[(4-fluorophenyl)-methyl]-2-(methoxymethyl)-4-methyl-7-(trifluoromethyl)-quinoline-3-carboxylic acid amide